(6-(4-(2-(((tert-butyldimethylsilyl)oxy)methyl)morpholino)phenyl)-4,7-dichloro-2H-indazol-2-yl)-2-((R)-6-fluoro-6,7-dihydro-5H-pyrrolo[1,2-c]imidazol-1-yl)-N-(thiazol-2-yl)acetamide [Si](C)(C)(C(C)(C)C)OCC1OCCN(C1)C1=CC=C(C=C1)C=1C=C(C2=CN(N=C2C1Cl)C(C(=O)NC=1SC=CN1)C1=C2N(C=N1)C[C@@H](C2)F)Cl